tris(4-bromo-2,3,5,6-tetramethylphenyl)borane BrC1=C(C(=C(C(=C1C)C)B(C1=C(C(=C(C(=C1C)C)Br)C)C)C1=C(C(=C(C(=C1C)C)Br)C)C)C)C